N(=C=O)C1CCC(CC1)[Si](C1=CC=CC=C1)(C1=CC=CC=C1)C1CCC(CC1)N=C=O bis(para-isocyanato-cyclohexyl)diphenyl-silane